COC1=C2C(=NC=NC2=C(C=C1)OC)N1CCC(CC1)CCP(O)(O)=O (2-(1-(5,8-dimethoxyquinazolin-4-yl)piperidin-4-yl)ethyl)phosphonic acid